ClC=1C=C(C=CC1Cl)NC(=O)[C@@H]1[C@H]2[C@@H]3C[C@@H]3[C@@H]([C@@H]1C=1C=NC(=NC1)C)O2 (1S,2S,4R,5R,6S,7S)-N-(3,4-dichlorophenyl)-7-(2-methylpyrimidin-5-yl)-8-oxatricyclo[3.2.1.02,4]octane-6-carboxamide